4-(benzo[d]thiazol-2-yl)-2,3,5,6-tetra(9H-carbazol-9-yl)benzonitrile S1C(=NC2=C1C=CC=C2)C2=C(C(=C(C#N)C(=C2N2C1=CC=CC=C1C=1C=CC=CC21)N2C1=CC=CC=C1C=1C=CC=CC21)N2C1=CC=CC=C1C=1C=CC=CC21)N2C1=CC=CC=C1C=1C=CC=CC21